(S)-2-((4-(6-((5-Cyanopyridin-2-yl)methoxy)pyridin-2-yl)piperazin-1-yl)methyl)-1-(oxetan-2-ylmethyl)-1H-benzo[d]imidazol C(#N)C=1C=CC(=NC1)COC1=CC=CC(=N1)N1CCN(CC1)CC1=NC2=C(N1C[C@H]1OCC1)C=CC=C2